2-tertiary butyl-resorcinol C(C)(C)(C)C1=C(O)C=CC=C1O